[2-amino-6-methyl-5-(trifluoromethyl)-3-pyridyl]-[3-(trifluoromethyl)-1-bicyclo[1.1.1]pentanyl]methanone NC1=NC(=C(C=C1C(=O)C12CC(C1)(C2)C(F)(F)F)C(F)(F)F)C